n-decanol iron [Fe].C(CCCCCCCCC)O